C1(=CC(=CC=C1)C1=NOC(=C1)C1CN(CC1)C#N)C1=CC=CC=C1 3-(3-([1,1'-biphenyl]-3-yl)isoxazol-5-yl)pyrrolidine-1-carbonitrile